3-(2'-hydroxy-4-dimethylaminophenyl)-3-(2'-hydroxy-4'-chloro-5'-methylphenyl)phthalide OC1=C(C=CC(=C1)N(C)C)C1(OC(=O)C2=CC=CC=C12)C1=C(C=C(C(=C1)C)Cl)O